NC([C@H](CCC(=O)OC(C)(C)C)N1C(C2=CC=C(C=C2C1)C[C@@H]1[C@H](CCCC1)NC1CC(CCC1)(C)C)=O)=O tert-butyl (4S)-5-amino-4-(5-(((1R,2S)-2-((3,3-dimethylcyclohexyl)amino)cyclohexyl)methyl)-1-oxoisoindolin-2-yl)-5-oxopentanoate